CS(=O)(=O)C=1NC(NC(C1)=O)=O 4-(methanesulfonyl)-2,6-dioxo-3,6-dihydropyrimidin